N[C@H](C(=O)O)CC1=C(C2=C(COB2O)C=C1)F (2S)-2-amino-3-(7-fluoro-1-hydroxy-3H-2,1-benzoxaborol-6-yl)propanoic acid